2-(azepan-1-yl)-5-(trifluoromethyl)nicotinic acid N1(CCCCCC1)C1=C(C(=O)O)C=C(C=N1)C(F)(F)F